FC1=C(C(=C2C=CNC2=C1F)S(=O)(=O)C)OC=1C=CC(=C(C1)C=1NC=C(N1)C1(CCOC2=C(C=CC=C12)\C=C/1\C(NC(N1)=O)=O)C)F (5Z)-5-[[4-[2-[5-[(6,7-difluoro-4-methylsulfonyl-1H-indol-5-yl)oxy]-2-fluoro-phenyl]-1H-imidazol-4-yl]-4-methyl-chroman-8-yl]methylene]imidazolidine-2,4-dione